ClC=1C=C2C=NC(=NC2=CC1N1CCN(CC1)C1(COC1)C)NC=1C=NN(C1)CC1(CC1)C#N 1-{[4-({6-chloro-7-[4-(3-methyloxetan-3-yl)piperazin-1-yl]quinazolin-2-yl}amino)-1H-pyrazol-1-yl]methyl}cyclopropane-1-carbonitrile